2-[3-(3-chloro-5-fluorophenyl)ureido]-N-(2-hydroxy-ethyl)benzamide ClC=1C=C(C=C(C1)F)NC(NC1=C(C(=O)NCCO)C=CC=C1)=O